9-isopropyl-1,2,3,4-tetrahydro-1,4-methanonaphthalen-5-amine C(C)(C)C1C2CCC1C=1C(=CC=CC21)N